6-chloro-3-indolecarboxylate ClC1=CC=C2C(=CNC2=C1)C(=O)[O-]